(R)-N-(1-(3,4-difluorophenyl)-2,2,2-trifluoroethyl)-N,1-dimethyl-6-oxo-1,6-dihydropyridazine-4-sulfonamide FC=1C=C(C=CC1F)[C@H](C(F)(F)F)N(S(=O)(=O)C=1C=NN(C(C1)=O)C)C